3,3-dimethyl-1-morpholinocyclohexanecarboxylic acid ethyl ester C(C)OC(=O)C1(CC(CCC1)(C)C)N1CCOCC1